C(C)(C)(C)OC(=O)N[C@H](CCCC)C(=O)O t-butoxycarbonyl-D-norleucine